2-(6-chloro-5-methoxy-indol-1-yl)ethynyl-triisopropyl-silane ClC1=C(C=C2C=CN(C2=C1)C#C[Si](C(C)C)(C(C)C)C(C)C)OC